FC=1C=C(C=NC1CO)C1C(NC(CC1)=O)=O 3-(5-fluoro-6-(hydroxymethyl)pyridin-3-yl)piperidine-2,6-dione